N1N=CC2=CC=C(C=C12)/C=C/C(=O)NC1C(CC2=CC=CC=C12)C (2E)-3-(1H-indazol-6-yl)-N-(2-methyl-2,3-dihydro-1H-inden-1-yl)prop-2-enamide